CC1OC2=C(N(C1)C(=O)C1=CC(=CC=C1)N1C=CC=C1)C=CC=C2 (2,3-dihydro-2-methyl-4H-1,4-benzoxazin-4-yl)[3-(1H-pyrrol-1-yl)phenyl]methanone